C(C1=CC=CC=C1)N1C(=NC=C1)C 1-benzyl-2-methyl-Imidazole